4-(4-Chlorophenylamino)-3-hydroxypiperidine-1-carboxylic acid benzyl ester C(C1=CC=CC=C1)OC(=O)N1CC(C(CC1)NC1=CC=C(C=C1)Cl)O